N-[1-[3-(5-bromo-2-pyridyl)pyrazin-2-yl]ethyl]-2-(1-cyanocyclopropyl)-6-(trifluoromethyl)pyridine-4-carboxamide BrC=1C=CC(=NC1)C=1C(=NC=CN1)C(C)NC(=O)C1=CC(=NC(=C1)C(F)(F)F)C1(CC1)C#N